(2,2-dimethyl-1,3-dioxolan-4-yl)methyl (E)-dodec-4-enoate C(CC\C=C\CCCCCCC)(=O)OCC1OC(OC1)(C)C